[N+](=O)([O-])[O-] nitrite-oxide